Naphthalene isocyanate [N-]=C=O.C1=CC=CC2=CC=CC=C12